N-[(2R,3R)-1-[2-[3,5-Bis(trifluoromethyl)-2-pyridyl]acetyl]-2-(2,3-dichlorophenyl)pyrrolidin-3-yl]pyridine-2-carboxamide FC(C=1C(=NC=C(C1)C(F)(F)F)CC(=O)N1[C@@H]([C@@H](CC1)NC(=O)C1=NC=CC=C1)C1=C(C(=CC=C1)Cl)Cl)(F)F